1-(1-{4-chloro-4'-[4-(cyclopropylmethyl) piperazin-1-yl] [biphenyl]-2-yl} piperidin-3-yl)-5-(difluoromethyl)-1H-pyrazole-4-carboxylate ClC1=CC(=C(C=C1)C1=CC=C(C=C1)N1CCN(CC1)CC1CC1)N1CC(CCC1)N1N=CC(=C1C(F)F)C(=O)[O-]